N1=CC(=CC=C1)N1C(=CC=C1)C(=O)N (Pyridin-3-yl)-1H-pyrrole-2-carboxamide